tert-butyl-dimethyl-[3-(2-methylsulfanylpyrimidin-4-yl)-1-tetrahydropyran-2-yl-indazol-5-yl]oxy-silane C(C)(C)(C)[Si](OC=1C=C2C(=NN(C2=CC1)C1OCCCC1)C1=NC(=NC=C1)SC)(C)C